N,N-bis(3-methoxybenzyl)-4-(((1-methylpiperidin-4-yl)methylamino)methyl)thiazol-2-amine COC=1C=C(CN(C=2SC=C(N2)CNCC2CCN(CC2)C)CC2=CC(=CC=C2)OC)C=CC1